4-(6-fluoro-1H-benzo[d]imidazol-5-yl)-N-(3-(trifluoromethyl)phenyl)pyrimidin-2-amine FC=1C(=CC2=C(NC=N2)C1)C1=NC(=NC=C1)NC1=CC(=CC=C1)C(F)(F)F